4-(5-Aminobenzo[d]oxazol-2-yl)-5-methoxypyridine methyl-formate hydrochloride Cl.COC=O.NC=1C=CC2=C(N=C(O2)C2=CC=NC=C2OC)C1